C(C)C=1C=CC=C2C(=NN(C12)CC#C)C1=C(C(=O)N)C=CC(=C1)F (7-Ethyl-1-(prop-2-yn-1-yl)-1H-indazol-3-yl)-4-fluorobenzamide